C1(CC2C(CC1)O2)CC[Si](OCC)(OCC)OCC 2-(3,4-epoxycyclohexyl)-ethyl-triethoxysilane